FC=1C=C(C=CC1F)[C@H]1[C@@H](CN(C1)CCOC)NC(=O)NC1=C(C(=NN1C1=CC=CC=C1)C=1C=NC=NC1)C 1-((3s,4r)-4-(3,4-difluorophenyl)-1-(2-methoxyethyl)pyrrolidin-3-yl)-3-(4-methyl-1-phenyl-3-(pyrimidin-5-yl)-1H-pyrazol-5-yl)urea